[Sn].[W].[Mo].[P] phosphorus molybdenum tungsten tin